ClC=1C(=CC(N(N1)CC1=C(C(=CC=C1C)OC)C)=O)C 6-chloro-2-(3-methoxy-2,6-dimethylbenzyl)-5-methylpyridazin-3(2H)-one